C(#N)CC1CC(C1)(C1=NN=CN1C)C=1C=C(C=CC1)NC(=O)C1=CC(=C2C(=N1)C(=CN2)C)CN2C[C@H](CCC2)C N-(3-((1s,3R)-3-(cyanomethyl)-1-(4-methyl-4H-1,2,4-triazol-3-yl)cyclobutyl)phenyl)-3-methyl-7-(((S)-3-methylpiperidin-1-yl)methyl)-1H-pyrrolo[3,2-b]pyridine-5-carboxamide